C(C)(C)(C)OC(=O)N1CC(C2=CC=CC=C12)(C)C 3,3-dimethylindoline-1-carboxylic acid tert-butyl ester